2-fluoro-6-hydroxy-4-((4-(pyrrolidin-1-yl)phenyl)ethynyl)benzaldehyde FC1=C(C=O)C(=CC(=C1)C#CC1=CC=C(C=C1)N1CCCC1)O